C(C)C1=C(C=CC=C1)NC(=S)NC(=O)NCC1=CC(=CC=C1)C1=NN(C=N1)C1=CC=C(C=C1)OC(F)(F)F 1-[(2-ethylphenyl)carbamothioyl]-3-[[3-[1-[4-(trifluoromethoxy)phenyl]-1H-1,2,4-triazol-3-yl]phenyl]methyl]urea